2-amino-N-(5-chloro-6-(2,6-dimethylphenyl)pyridin-2-yl)pyridine-3-sulfonamide NC1=NC=CC=C1S(=O)(=O)NC1=NC(=C(C=C1)Cl)C1=C(C=CC=C1C)C